C(C1=CC=CC=C1)(=O)O.C(C)(C)N(C1=CC=C2C(=C3C(O2)=CC=CC(=C3)NC(=O)C3=NC=CN=C3)C1)CC1=CC=CC=C1 N-(N-isopropyl-N-benzyl-2-aminocyclohepta[b]benzofur-9-yl)pyrazine-2-carboxamide benzoate